Benzyl (2S)-2-(cyanomethyl)-4-[7-(8-methyl-1-naphthyl)-2-methylsulfinyl-6,8-dihydro-5H-pyrido[3,4-d]pyrimidin-4-yl]piperazine-1-carboxylate C(#N)C[C@@H]1N(CCN(C1)C=1C2=C(N=C(N1)S(=O)C)CN(CC2)C2=CC=CC1=CC=CC(=C21)C)C(=O)OCC2=CC=CC=C2